N1CCS(CC1)(=O)=O thiomorpholine S,S-dioxide